C1(CCC1)C1CC(C=2C(C3=CC(=CC=C3NC2C1)C)=O)=O 3-cyclobutyl-7-methyl-3,4-dihydroacridine-1,9(2H,10H)-dione